C(C)(C)C1=C(NC2=CC=C(C=C12)C1CCN(CC1)CC(=O)NC)C=1C=C(C=2N(C1)C=C(N2)C)C(F)(F)F 2-(4-(3-isopropyl-2-(2-methyl-8-(trifluoromethyl)imidazo[1,2-a]pyridin-6-yl)-1H-indol-5-yl)piperidin-1-yl)-N-methylacetamide